(2S,4R)-4-fluoro-2-methyl-4-(4-methyl-4H-1,2,4-triazol-3-yl)piperidine hydrochloride Tert-butyl-(2S,4R)-4-fluoro-2-methyl-4-(4-methyl-4H-1,2,4-triazol-3-yl)piperidine-1-carboxylate C(C)(C)(C)OC(=O)N1[C@H](C[C@](CC1)(C1=NN=CN1C)F)C.Cl.F[C@]1(C[C@@H](NCC1)C)C1=NN=CN1C